6-bromo-N-[(1R)-1-(4-fluorophenyl)ethyl]-2-methylquinazolin-4-amine BrC=1C=C2C(=NC(=NC2=CC1)C)N[C@H](C)C1=CC=C(C=C1)F